(S)-7-amino-5-oxa-2-azaspiro[3.4]octane-2-carboxylic acid tert-butyl ester hydrochloride Cl.C(C)(C)(C)OC(=O)N1CC2(C1)OC[C@H](C2)N